(S)-4-((1-(4-(2,6-dioxopiperidin-3-yl)phenyl)piperidin-4-yl)methyl)piperazine-1-carboxylic acid tert-butyl ester C(C)(C)(C)OC(=O)N1CCN(CC1)CC1CCN(CC1)C1=CC=C(C=C1)[C@H]1C(NC(CC1)=O)=O